(1S,2S)-2-(difluoromethyl)cyclopropane-1-carboxylic acid ethyl ester C(C)OC(=O)[C@@H]1[C@H](C1)C(F)F